ClC1=CC(=C(COC=2C=C(C=CC2F)C2=C(C=C(C(=C2)F)CC2=NC3=C(N2[C@@H]2COC[C@@H]2COC)C=C(C=C3)C(=O)O)F)C=C1)F 2-((3'-((4-chloro-2-fluorobenzyl)oxy)-2,4',5-trifluoro-[1,1'-biphenyl]-4-yl)methyl)-1-((3S,4S)-4-(methoxymethyl)tetrahydrofuran-3-yl)-1H-benzo[d]imidazole-6-carboxylic acid